COC(=O)C1(CCC2(OCCO2)CC1)NC(CC1=C(C=C(C=C1C)Cl)C)=O Methyl-8-{[(4-chloro-2,6-dimethylphenyl)acetyl]amino}-1,4-dioxaspiro[4.5]decan-8-carboxylat